4-acetylamino-6-(4-bromo-2,5-difluorophenyl)-3-chloro-pyridine-2-carboxylic acid methyl ester COC(=O)C1=NC(=CC(=C1Cl)NC(C)=O)C1=C(C=C(C(=C1)F)Br)F